SCCC1SCC(SC1)CCCS 2-(2-mercaptoethyl)-5-(3-mercaptopropyl)-1,4-dithiane